ethyl hydrogen fumarate copper salt [Cu].C(\C=C\C(=O)O)(=O)OCC